(2R,5S)-5-(4-Chlorobenzyl)-4-(4-(1-ethyl-5-methyl-1H-pyrazol-3-yl)cyclohexyl)-2-((methylsulfonyl)methyl)morpholin ClC1=CC=C(C[C@H]2CO[C@H](CN2C2CCC(CC2)C2=NN(C(=C2)C)CC)CS(=O)(=O)C)C=C1